ClC1=CC2=C(C=N1)N=C(N2)C=2C(NC1=CC=NC(=C1C2)C2=C(C=CC=C2)OC([2H])([2H])[2H])=O 3-(6-chloro-1H-imidazo[4,5-c]pyridin-2-yl)-5-{2-[(2H3)methyloxy]phenyl}-1,6-naphthyridin-2(1H)-one